(S)-2-((4-(3-(4-cyano-2-fluorophenyl)-2,3-dihydrobenzo[b][1,4]dioxin-5-yl)piperidin-1-yl)methyl)-4-methoxy-1-(thiazol-5-ylmethyl)-1H-benzo[d]imidazole-6-carboxylic acid C(#N)C1=CC(=C(C=C1)[C@@H]1OC2=C(OC1)C=CC=C2C2CCN(CC2)CC2=NC1=C(N2CC2=CN=CS2)C=C(C=C1OC)C(=O)O)F